2-bromo-4-chloro-5-fluoropyridine BrC1=NC=C(C(=C1)Cl)F